COC=1C(=CC2=CC=CC(=C2C1)OC[C@H]1NC(O[C@@H]1C)=O)C(=O)N 3-methoxy-5-{[(4R,5R)-5-methyl-2-oxo-1,3-oxazolidin-4-yl]methoxy}naphthalene-2-carboxamide